FC1(CC2(CN(C2)C2=CC=C(C=C2)C2CN(C2)C(=O)N2C[C@H](CC2)C(=O)N)C1)F (3S)-1-[3-[4-(6,6-difluoro-2-azaspiro[3.3]heptane-2-yl)phenyl]azetidine-1-carbonyl]pyrrolidine-3-carboxamide